OC=1C=C(C=CC1O)C1=C(NC=2N(C1=O)N=C(C2C2=CC=CC=C2)C2=CC=CC=C2)C 6-(3,4-dihydroxyphenyl)-5-methyl-2,3-diphenylpyrazolo[1,5-a]pyrimidin-7(4H)-one